hydroxybut-1-yn OC#CCC